6-{1-[Ethyl-(4-fluoro-phenyl)-carbamoyl]-piperidin-4-carbonyl}-1-methyl-1H-indazol C(C)N(C(=O)N1CCC(CC1)C(=O)C1=CC=C2C=NN(C2=C1)C)C1=CC=C(C=C1)F